NC1C(C2C=CC1C2)C(=O)O exo-cis-3-aminobicyclo[2.2.1]hept-5-ene-2-carboxylic acid